C(#N)[C@@H](C[C@@H]1C(NCC1)=O)NC(=O)[C@@H]1N([C@H]2CC([C@@H]1CC2)(F)F)C([C@H](CC2CCC2)NC(C(F)(F)F)=O)=O (1R,3R,4R)-N-[(1R)-1-cyano-2-[(3R)-2-oxopyrrolidin-3-yl]ethyl]-2-[(2S)-3-cyclobutyl-2-[(2,2,2-trifluoroacetyl)amino]propanoyl]-5,5-difluoro-2-azabicyclo[2.2.2]octane-3-carboxamide